(S)-4-(7-acryloyl-4-oxa-7-azaspiro[2.5]octan-5-yl)-6-chloro-N-methyl-[2,4'-bipyridine]-2'-carboxamide C(C=C)(=O)N1C[C@@H](OC2(CC2)C1)C1=CC(=NC(=C1)Cl)C1=CC(=NC=C1)C(=O)NC